N-(6-amino-5-ethyl-3-pyridyl)-2-oxo-2-[(2R,5S)-5-methyl-2-[2-[(3S)-1,5,5-trimethylpyrrolidin-3-yl]-1,3-benzothiazol-5-yl]-1-piperidyl]acetamide NC1=C(C=C(C=N1)NC(C(N1[C@H](CC[C@@H](C1)C)C=1C=CC2=C(N=C(S2)[C@@H]2CN(C(C2)(C)C)C)C1)=O)=O)CC